N1(N=CN=C1)C1=CC=C(C=C1)C1=NN(C(=C1C1=C2C=NNC2=CC(=C1Cl)C)C)C1CC2(CN(C2)C(C=C)=O)C1 1-(6-(3-(4-(1H-1,2,4-Triazol-1-yl)phenyl)-4-(5-chloro-6-methyl-1H-indazol-4-yl)-5-methyl-1H-pyrazol-1-yl)-2-azaspiro[3.3]heptan-2-yl)prop-2-en-1-on